4-CHLORO-1H-PYRROLE-2-CARBOXYLIC ACID ClC=1C=C(NC1)C(=O)O